N2-butyl-7-(4-(piperidin-4-yl)benzyl)imidazo[2,1-f][1,2,4]triazine-2,4-diamine C(CCC)NC1=NN2C(C(=N1)N)=NC=C2CC2=CC=C(C=C2)C2CCNCC2